FC=1C=C2C(=C(NC2=C(C1)F)C1=CC=C(C=C1)F)CCN(C(OCC1=CC=CC=C1)=O)C benzyl N-[2-[5,7-difluoro-2-(4-fluorophenyl)-1H-indol-3-yl] ethyl]-N-methyl-carbamate